CC1=C(C(=O)NC=2SC(=CN2)[N+](=O)[O-])C(=CC=C1)[N+](=O)[O-] 2-Methyl-6-nitro-N-(5-nitrothiazol-2-yl)benzamide